ClC1=CC(=CN2C(=CC(=C12)CC(C)C)C=1SC(=NN1)C(F)F)S(=O)(=O)NC1(CC1)CF 8-chloro-3-(5-(difluoromethyl)-1,3,4-thiadiazol-2-yl)-N-(1-(fluoromethyl)cyclopropyl)-1-isobutylindolizine-6-sulfonamide